C1(CCCC1)OC(=O)C1C2C=CC(C1C(=O)OC1CCCC1)C2 2,3-bis(cyclopentyloxycarbonyl)-5-norbornene